COC(=O)C=1NC(C(=CC1)C)=O 5-methyl-6-oxo-1,6-dihydropyridine-2-carboxylic acid methyl ester